1-methyl-4-(4,4,5,5-tetramethyl-1,3,2-dioxaborolan-2-yl)pyridin-2-one CN1C(C=C(C=C1)B1OC(C(O1)(C)C)(C)C)=O